3-(N-(2-morpholinoethyl)methylsulfonylamino)-4-(trifluoromethoxy)benzoic acid O1CCN(CC1)CCN(C=1C=C(C(=O)O)C=CC1OC(F)(F)F)S(=O)(=O)C